ClC=1C=C(C=CC1F)C(C=1NC=C(N1)S(=O)(=O)C)C1CCC(CC1)C(F)(F)F 2-((3-chloro-4-fluorophenyl)(4-(trifluoromethyl)cyclohexyl)methyl)-4-(methylsulfonyl)-1H-imidazole